carbonic acid, 3-(2,5-dimethylphenyl)-8-methoxy-2-oxo-1-azaspiro[4.5]dec-3-en-4-yl ethyl ester C(OC1=C(C(NC12CCC(CC2)OC)=O)C2=C(C=CC(=C2)C)C)(OCC)=O